ClC=1C=CC=C2C=CC(=NC12)NC1=C(C=CC(=C1)OC(C)C)C 8-chloro-N-(5-isopropoxy-2-methylphenyl)quinolin-2-amine